(5S,8R)-8-[(1S,2R)-6-chloro-2-fluoro-1-hydroxy-7-methylsulfonyl-2,3-dihydro-1H-inden-4-yl]-3,5-difluoro-5,6,7,8-tetrahydronaphthalene-1-carbonitrile ClC1=CC(=C2C[C@H]([C@H](C2=C1S(=O)(=O)C)O)F)[C@H]1CC[C@@H](C=2C=C(C=C(C12)C#N)F)F